CC(CCC(C)(C)C)[Si](Cl)(Cl)Cl 1,4,4-trimethylpentyltrichlorosilane